tert-butyl (S)-(1'-(5-amino-1,3,4-thiadiazol-2-yl)-1,3-dihydrospiro[indene-2,4'-piperidin]-1-yl)carbamate NC1=NN=C(S1)N1CCC2(CC1)[C@@H](C1=CC=CC=C1C2)NC(OC(C)(C)C)=O